O(C1=CC=CC=C1)C1=C(NC2=CC=CC=C2)C=CC=C1 2-phenoxy-N-phenylaniline